(3aR,5R,6R,6aR)-6-(benzyloxy)-2,2-dimethyl-6-vinyl-tetrahydrofuro[2,3-d][1,3]dioxol C(C1=CC=CC=C1)O[C@@]1(CO[C@@H]2OC(O[C@@H]21)(C)C)C=C